4-(benzyloxy)-3-(trifluoromethyl)aniline C(C1=CC=CC=C1)OC1=C(C=C(N)C=C1)C(F)(F)F